3-(1-((6-(4,4-difluoropiperidine-1-carbonyl)-4-methyl-7-(methylamino)phthalazin-1-yl)amino)ethyl)-2-methylbenzonitrile FC1(CCN(CC1)C(=O)C=1C=C2C(=NN=C(C2=CC1NC)NC(C)C=1C(=C(C#N)C=CC1)C)C)F